CC1(C2CCC(C1)C2)C(=O)NC=2SC1=C(N2)C=CC(=C1)OC(F)(F)F 2-methyl-N-[6-(trifluoromethoxy)-1,3-benzothiazol-2-yl]bicyclo[2.2.1]heptane-2-carboxamide